4,5α-Epoxy-14-hydroxy-17-(prop-2-enyl)-3-(prop-2-enyloxy)morphinan-6-one O[C@@]12CCC([C@H]3[C@]14C=1C(=C(C=CC1C[C@H]2N(CC4)CC=C)OCC=C)O3)=O